tert-butyl (S)-4-(2-amino-2-phenylacetylamino)-3-fluorobenzoate N[C@H](C(=O)NC1=C(C=C(C(=O)OC(C)(C)C)C=C1)F)C1=CC=CC=C1